tert-butyl (2R,3S,4S)-4-[(tert-butoxycarbonyl)oxy]-3-(1-imino-1-oxo-1lambda6-thiane-4-carbonyloxy)-2-[(4-methoxyphenyl)methyl]pyrrolidine-1-carboxylate C(C)(C)(C)OC(=O)O[C@@H]1[C@H]([C@H](N(C1)C(=O)OC(C)(C)C)CC1=CC=C(C=C1)OC)OC(=O)C1CCS(CC1)(=O)=N